COC1=CC=C(C=C1)CN(C1=CC=C(N=N1)C1=NN=C(O1)CN(C(CC1=C(C=C(C=C1)C(F)(F)F)C(F)(F)F)=O)C1=CC=C(C=C1)F)CC1=CC=C(C=C1)OC N-{[5-(6-{bis[(4-methoxyphenyl)methyl]amino}-1,2-diazin-3-yl)-1,3,4-oxadiazol-2-yl]methyl}-2-[2,4-bis(trifluoromethyl)phenyl]-N-(4-fluorophenyl)acetamide